N-(2-methylpyridin-4-yl)-2-(4-((2-methylquinolin-4-yl)amino)phenyl)acetamide CC1=NC=CC(=C1)NC(CC1=CC=C(C=C1)NC1=CC(=NC2=CC=CC=C12)C)=O